(3R)-3-cyclopropyl-1-[6-(2-methoxypyridin-4-yl)pyrrolo[1,2-b]pyridazin-4-yl]-2-oxopyrrolidine-3-carbonitrile C1(CC1)[C@@]1(C(N(CC1)C=1C=2N(N=CC1)C=C(C2)C2=CC(=NC=C2)OC)=O)C#N